ethyl 5-{3-[(tert-butyldiphenylsilyl)oxy]-2,2-dimethylpropyl}-2-(methylamino)-1,3-thiazole-4-carboxylate [Si](C1=CC=CC=C1)(C1=CC=CC=C1)(C(C)(C)C)OCC(CC1=C(N=C(S1)NC)C(=O)OCC)(C)C